[N+](=O)([O-])C1=C(C(=O)O)NC(NC1=O)=O nitroorotic acid